ClC1=C(C=CC2=C1C(=N[C@H](C=1N2C=C(N1)C)C)C1=NC(=CC=C1Cl)OC)C(F)(F)F (4S)-7-chloro-6-(3-chloro-6-methoxy-2-pyridyl)-2,4-dimethyl-8-(trifluoromethyl)-4H-imidazo[1,2-a][1,4]benzodiazepine